N-{(R)-1-[3-amino-5-(trifluoromethyl)phenyl]ethyl}-2-methyl-6-[4-(oxetan-3-yl)piperazin-1-yl]-7,8-dihydro-6H-cyclopenta[g]quinazolin-4-amine NC=1C=C(C=C(C1)C(F)(F)F)[C@@H](C)NC1=NC(=NC2=CC3=C(C=C12)C(CC3)N3CCN(CC3)C3COC3)C